COC=1C=C2C=C(N=C(C2=CC1)N1CCC(CC1)C(F)(F)F)C(=O)O 6-methoxy-1-(4-(trifluoromethyl)piperidin-1-yl)isoquinoline-3-carboxylic acid